(R)-7-chloro-4-hydroxy-8-((2-hydroxy-3-(2-oxa-7-azaspiro[3.5]nonan-7-yl)propyl)thio)-6-(trifluoromethyl)quinazolin-2(1H)-one ClC1=C(C=C2C(=NC(NC2=C1SC[C@@H](CN1CCC2(COC2)CC1)O)=O)O)C(F)(F)F